BrC1=NN(C(=C1[C@@H]1[C@H](C(N(C1)C)=O)C(=O)NC1=C(C(=CC=C1)F)OC(F)F)Cl)C (3S,4S)-4-(3-bromo-5-chloro-1-methyl-pyrazol-4-yl)-N-[2-(difluoromethoxy)-3-fluoro-phenyl]-1-methyl-2-oxo-pyrrolidine-3-carboxamide